4-(piperidin-4-yloxy)-2-(trifluoromethyl)pyridine hydrochloride Cl.N1CCC(CC1)OC1=CC(=NC=C1)C(F)(F)F